4-amino-2-methyl-N-(6-methylpyridin-3-yl)benzamide NC1=CC(=C(C(=O)NC=2C=NC(=CC2)C)C=C1)C